BrC=1C(=CC(=NC1)C(F)(F)F)C#N 5-bromo-2-(trifluoromethyl)pyridine-4-carbonitrile